C(C)(C)(C)OC(=O)N1CC=2N(CC1)N=C(C2)C2=CC=C(C=C2)C(F)(F)F.O2C(CCCC2)OCCO[C@H]2[C@H](CCCC2)OCCOC2OCCCC2 (1r,2s)-1,2-bis(2-((tetrahydro-2H-pyran-2-yl)oxy)ethoxy)cyclohexane tert-butyl-2-[4-(trifluoromethyl)phenyl]-6,7-dihydropyrazolo[1,5-a]pyrazine-5(4H)-carboxylate